3-((3,5-bis(trifluoromethyl)phenyl)amino)-4-methoxycyclobut-3-ene-1,2-dione FC(C=1C=C(C=C(C1)C(F)(F)F)NC=1C(C(C1OC)=O)=O)(F)F